FC1=C2C(NC(=NC2=C(C(=C1F)F)F)[2H])=O 5,6,7,8-Tetrafluoroquinazolin-4(3H)-one-2-d